tert-butyl (3S,4S)-3-hydroxy-4-(3-pentylureido)pyrrolidine-1-carboxylate O[C@H]1CN(C[C@@H]1NC(=O)NCCCCC)C(=O)OC(C)(C)C